(1S,3R)-3-(6-(2-hydroxy-6-methyl-4-(trifluoromethyl)phenyl)-2H-pyrazolo[3,4-b]pyrazin-2-yl)cyclopentane-1-carbonitrile OC1=C(C(=CC(=C1)C(F)(F)F)C)C=1C=NC=2C(N1)=NN(C2)[C@H]2C[C@H](CC2)C#N